(S)-tert-butyl 3-(4-((2-chloro-6-fluorophenyl)carbamoyl)-2-fluoro-5-((1,1,1-trifluoropropan-2-yl)oxy)phenyl)-5,6-dihydro-[1,2,4]triazolo[4,3-a]pyrazine-7(8H)-carboxylate ClC1=C(C(=CC=C1)F)NC(=O)C1=CC(=C(C=C1O[C@H](C(F)(F)F)C)C1=NN=C2N1CCN(C2)C(=O)OC(C)(C)C)F